NC=1C=C(C=C2C=C(N=CC12)NC(=O)[C@H]1[C@@H](C1)C#N)C=1C(=NN(C1C)[C@@H]1OCCCC1)CO[Si](C)(C)C(C)(C)C |&1:25| (±)-trans-N-[8-amino-6-[3-[[tert-butyl(dimethyl)silyl]oxymethyl]-5-methyl-1-tetrahydropyran-2-yl-pyrazol-4-yl]-3-isoquinolyl]-2-cyano-cyclopropanecarboxamide